N-(2,2,2-trifluoro-1-(p-tolyl)ethyl)imidazo[1,2-a]pyrazine-2-sulfonamide FC(C(C1=CC=C(C=C1)C)NS(=O)(=O)C=1N=C2N(C=CN=C2)C1)(F)F